(3-bromo-4-(2-bromophenyl)-2-azetidinon-1-yl)adamantanecarboxamide BrC1C(N(C1C1=C(C=CC=C1)Br)C1C2(CC3CC(CC1C3)C2)C(=O)N)=O